4-fluoro-5-methyl-N-[(5-phenyl-1,3,4-thiadiazol-2-yl)methyl]-1H-pyrazole-3-carboxamide FC=1C(=NNC1C)C(=O)NCC=1SC(=NN1)C1=CC=CC=C1